C(#N)[C@H](C[C@H]1C(NCCC1)=O)NC(=O)C1N(CC2C1CCC2)C(C(=O)NC2=C(C=CC=C2)F)=O N-((S)-1-cyano-2-((S)-2-oxopiperidin-3-yl)ethyl)-2-(2-((2-fluorophenyl)amino)-2-oxoacetyl)octahydrocyclopenta[c]pyrrole-1-carboxamide